C(C)(C)(C)OC(=O)N[C@H]1[C@@H](CCC1)OC1=C(C(=O)OC)C(=CC(=C1)C1(CC1)C)F Methyl 2-(((1R,2R)-2-((tert-butoxycarbonyl)amino)cyclopentyl)oxy)-6-fluoro-4-(1-methylcyclopropyl)benzoate